C1N=CC2(C3=CC=CC=C13)CCC2 1'H-spiro[cyclobutan-1,4'-isoquinoline]